Hexacosyl melissate C(CCCCCCCCCCCCCCCCCCCCCCCCCCCCC)(=O)OCCCCCCCCCCCCCCCCCCCCCCCCCC